C(C)N(C(=O)N1C2C(NCC1CC2)C(=O)O)CC=2SC=CC2 8-(ethyl(thiophene-2-ylmethyl)carbamoyl)-3,8-diazabicyclo[3.2.1]octane-2-carboxylic acid